6-((Methyl(1,2,3,4-tetrahydronaphthalen-2-yl)amino)methyl)-N4-(p-tolyl)pyrimidine-2,4-diamine CN(C1CC2=CC=CC=C2CC1)CC1=CC(=NC(=N1)N)NC1=CC=C(C=C1)C